N1(CC[PH3]CC1)C(=O)[O-] 1,4lambda5-azaphosphinane-1-carboxylate